2-Hydroxy-4-(2-hydroxyethoxy)-2-methylphenylacetone OC1(C(C=CC(=C1)OCCO)CC(C)=O)C